4-(7-(2-cyclopropyl-5-ethoxy-4-methylbenzyl)-2,7-diazaspiro[3.5]nonan-2-yl)-2-fluorobenzoic acid C1(CC1)C1=C(CN2CCC3(CN(C3)C3=CC(=C(C(=O)O)C=C3)F)CC2)C=C(C(=C1)C)OCC